[Te](=S)(=O)([O-])[O-] thiotellurate